NC1=NC=C(C=C1C(=O)OCC1=CC=CC=C1)C=1C=NN(C1)CCOCCOCCOCC#CC1=CC=CC=2N(C(N(C21)C)=O)C2C(NC(CC2)=O)=O benzyl 2-amino-5-[1-(2-[2-[2-([3-[1-(2,6-dioxopiperidin-3-yl)-3-methyl-2-oxo-1,3-benzodiazol-4-yl]prop-2-yn-1-yl]oxy)ethoxy]eth-oxy]ethyl)pyrazol-4-yl]pyridine-3-carboxylate